S(=O)(=O)([O-])[O-].C[NH2+]C.C[NH2+]C N,N-dimethylammonium sulfate